Br\C(=C\Br)\C1=CC=C(C=C1)[N+](=O)[O-] (E)-1-(1,2-Dibromovinyl)-4-nitrobenzene